N,N-dimethyl-1-(2-bromophenyl)-1-ferrocenylmethylamine CN(C)C([C-]1C=CC=C1)C1=C(C=CC=C1)Br.[CH-]1C=CC=C1.[Fe+2]